ClC=1C=NC=C(C1C(C)OC=1C=C2C(=NNC2=CC1)NC1=C(C=CC=C1Cl)NC(C=C)=O)Cl N-(2-((5-(1-(3,5-dichloropyridin-4-yl)ethoxy)1H-indazol-3-yl)amino)-3-chlorophenyl)acrylamide